N-(6-(4-cyanophenyl)thiazolo[4,5-b]pyrazin-2-yl)-4-(2,5-dimethylmorpholino)-6-methylnicotinamide C(#N)C1=CC=C(C=C1)C=1N=C2C(=NC1)N=C(S2)NC(C2=CN=C(C=C2N2CC(OCC2C)C)C)=O